Ethyl 2-ethyl-2-(trifluoromethyl)-4-(trifluoromethylsulfonyloxy)-3H-furan-5-carboxylate C(C)C1(OC(=C(C1)OS(=O)(=O)C(F)(F)F)C(=O)OCC)C(F)(F)F